3,4,5,6-tetrahydro-2-methyl-5-(1-methylethylidene)-9-pentyl-2,6-methano-2H-1-benzoxocin-7-ol CC12OC=3C(C(C(CC1)=C(C)C)C2)=C(C=C(C3)CCCCC)O